Magnesium-Potassium [K].[Mg]